NC1=CC(=C(C(=N1)Cl)Cl)SC=1N=C(C(=NC1)N1CCC2([C@@H]([C@@H](OC2)C)N)CC1)S(=O)C (3S,4S)-8-(5-((6-amino-2,3-dichloropyridin-4-yl)thio)-3-(methylsulfinyl)-pyrazin-2-yl)-3-methyl-2-oxa-8-azaspiro[4.5]decan-4-amine